2-methylene-succinic acid-1,4-divinyl ester C(=C)OC(C(CC(=O)OC=C)=C)=O